N(=[N+]=[N-])CC1C(C(CO1)O)O 5-(azidomethyl)oxolane-3,4-diol